The molecule is an 11-HETE in which the chiral centre at position 11 has S-configuration. It has a role as a mouse metabolite. It is a conjugate acid of an 11(S)-HETE(1-). It is an enantiomer of an 11(R)-HETE. CCCCC/C=C\\C=C\\[C@H](C/C=C\\C/C=C\\CCCC(=O)O)O